ethylene Glycol monotertiary butyl ether C(C)(C)(C)OCCO